C(C)OC(C(OC1=CC=C(C2=C1N=C(O2)N2CC1N(C(C2)C1)C(=O)OC(C)(C)C)C=1SC=C(N1)C)(F)F)=O tert-Butyl 3-(4-(2-ethoxy-1,1-difluoro-2-oxoethoxy)-7-(4-methylthiazol-2-yl)benzo[d]oxazol-2-yl)-3,6-diazabicyclo[3.1.1]heptane-6-carboxylate